C(C1=CC=CC=C1)O[C@H]1[C@@H](O[C@@H]([C@@H]([C@@H]1OCC1=CC=CC=C1)O)CO)O[C@@H]1[C@H]([C@H](OCC=C)O[C@@H]([C@@H]1OCC1=CC=CC=C1)COCC1=CC=CC=C1)NC(C(Cl)(Cl)Cl)=O Allyl (2,3-di-O-benzyl-β-D-galactopyranosyl)-(1→3)-4,6-di-O-benzyl-2-deoxy-2-trichloroacetamido-β-D-galactopyranosid